C(C)(C)(C)C1CC12NCC(CC2)N tert-butyl-6-amino-4-azaspiro[2.5]octane